(S)-1-(1-(6-((R or S)-2-(2-hydroxypropan-2-yl)morpholino)pyrimidin-4-yl)-1H-indazol-6-yl)spiro[2.2]pentane-1-carbonitrile OC(C)(C)[C@@H]1OCCN(C1)C1=CC(=NC=N1)N1N=CC2=CC=C(C=C12)[C@@]1(CC12CC2)C#N |o1:4|